FC(COC1=C(C=CC(=C1)C)SCC1=CC=C(C=C1)OC)F 2-(2,2-difluoroethoxy)-1-{[(4-methoxyphenyl)methyl]sulfanyl}-4-methylbenzene